4'''-(1,4-phenylenedi(methanetriyl))tetraphenol C1(=CC=C(C=C1)C(C1=C(C=CC=C1)O)C1=C(C=CC=C1)O)C(C1=C(C=CC=C1)O)C1=C(C=CC=C1)O